C(C)N1C(=NC2=CC=C(C=C2C1=O)F)CC1=CC=C(C(=O)OC)C=C1 methyl 4-((3-ethyl-6-fluoro-4-oxo-3,4-dihydroquinazolin-2-yl)methyl)benzoate